ClC=1C=C(C(=C(C=NC(C(CO)=O)CC2=CC=C(C=C2)O)C1)OC(C(C)C)=O)OC(C(C)C)=O 3-(5-chloro-2,3-bis-isobutyryloxybenzylidene-amino)-1-hydroxy-4-(4-hydroxyphenyl)butan-2-one